(S)-N-((R)-(3-chloro-4-fluorophenyl)(4-(difluoromethoxy)phenyl)methyl)-2-oxo-oxazolidine-5-carboxamide ClC=1C=C(C=CC1F)[C@H](NC(=O)[C@@H]1CNC(O1)=O)C1=CC=C(C=C1)OC(F)F